[(2R)-1-[(3-methyl-2-pyridyl)methyl]-6-oxo-piperidine-2-carbonyl]oxylithium CC=1C(=NC=CC1)CN1[C@H](CCCC1=O)C(=O)O[Li]